N-(4-cyclohexylphenyl)-N-(3',5',5''-tri-tert-butyl-1,1':3',1''-terphenyl-5-yl)-9,9-dimethyl-9H-fluoren-2-amine C1(CCCCC1)C1=CC=C(C=C1)N(C1=CC=2C(C3=CC=CC=C3C2C=C1)(C)C)C=1C=CC=C(C1)C=1CC(C=C(C1)C(C)(C)C)(C1=CC=CC(=C1)C(C)(C)C)C(C)(C)C